tert-butyl 3-(((benzyloxy)carbonyl)amino)-3-cyclopropylpyrrolidine-1-carboxylate C(C1=CC=CC=C1)OC(=O)NC1(CN(CC1)C(=O)OC(C)(C)C)C1CC1